1-(2-amino-4-bromo-5-chlorophenyl)-2-methylpropan-1-one NC1=C(C=C(C(=C1)Br)Cl)C(C(C)C)=O